C(C)(C)(C)OC(=O)N[C@H](CC(=O)O)CCCN1C(=NC=C1)[N+](=O)[O-] (S)-3-((tert-butoxycarbonyl)amino)-6-(2-nitro-1H-imidazol-1-yl)hexanoic acid